SODIUM STEAROYLGLUTAMATE C(CCCCCCCCCCCCCCCCC)(=O)N[C@@H](CCC(=O)[O-])C(=O)[O-].[Na+].[Na+]